(2R,3R,11bR)-3-(2,2-dimethylpropyl)-10-methoxy-9-[(2S)-3,3,3-trifluoro-2-hydroxypropoxy]-1H,2H,3H,4H,6H,7H,11bH-pyrido[2,1-a]isoquinolin-2-ol CC(C[C@H]1[C@@H](C[C@H]2N(CCC3=CC(=C(C=C23)OC)OC[C@@H](C(F)(F)F)O)C1)O)(C)C